C(C)(C)(C)OC(=O)N1CCC(CC1)C=1C=C2C(=CNC2=CC1)CC(C)C 4-(3-isobutyl-1H-indol-5-yl)piperidine-1-carboxylic acid tert-butyl ester